NC=1C2=C(N=CN1)C(=NC(=C2)N2C[C@@H](CC2)O)C2=C(C(=CC=C2C)O)C (R)-1-((S)-4-amino-8-(3-hydroxy-2,6-dimethylphenyl)pyrido[3,4-d]pyrimidin-6-yl)pyrrolidin-3-ol